ClC1=C(C=C(C=C1)F)C1NC(C2=C3C(=CC(=C12)C1=C(C(=O)N)C=C(C=C1F)C(F)(F)F)OC(C(N3)=O)(F)F)=O (7-(2-chloro-5-fluorophenyl)-3,3-difluoro-2,9-dioxo-1,2,3,7,8,9-hexahydro-[1,4]oxazino[3,2-e]isoindol-6-yl)-3-fluoro-5-(trifluoromethyl)benzamide